C(C)(C)(C)OC(=O)N1[C@@H](CC(C1)=O)C(NC1=NC(=CC=C1)Br)=O (S)-2-(6-bromopyridin-2-ylcarbamoyl)-4-oxopyrrolidine-1-carboxylic acid tert-butyl ester